FC1=C(CCN2[C@H]([C@H]([C@@H]([C@H](C2)O)O)O)CO)C=C(C=C1)F (2S,3R,4R,5S)-1-(2,5-difluorophenethyl)-2-(hydroxymethyl)piperidine-3,4,5-triol